C12(CC(C1)C2)N2N=NC(=C2)[C@H](C2=C1C=CC(=NC1=CC=C2)C(F)F)NC=2C=C1C(=C(C=NC1=C(C2)C#N)C#N)NCC(C)(C)C (S)-6-(((1-(bicyclo[1.1.1]pentan-1-yl)-1H-1,2,3-triazol-4-yl)(2-(difluoromethyl)quinolin-5-yl)methyl)amino)-4-(neopentylamino)quinoline-3,8-dicarbonitrile